8-{5-[6-(Pyrrolidin-1-yl)-5,6,7,8-tetrahydronaphthalen-2-yl]-1H-pyrazolo[3,4-b]pyridin-3-yl}-2,3,4,5-tetrahydro-1,4-benzoxazepin-5-one N1(CCCC1)C1CC=2C=CC(=CC2CC1)C=1C=C2C(=NC1)NN=C2C2=CC1=C(C(NCCO1)=O)C=C2